((1H-indazol-5-yl)ethynyl)-N-(2-(5-fluoropyridin-2-yl)ethyl)-[2,4'-bipyrimidin]-2'-amine N1N=CC2=CC(=CC=C12)C#CC1=NC(=NC=C1)C1=NC(=NC=C1)NCCC1=NC=C(C=C1)F